CC1=C(C2=CC3=CC=CC=C3N=C2C=C1)C DIMETHYL-ACRIDINE